Triethylisobutyl-zirconium C(C)[Zr](CC(C)C)(CC)CC